naphthyl-amine hydroiodide I.C1(=CC=CC2=CC=CC=C12)N